FC(C(=O)N1C(CC2=C(CC1)C1=C(O2)C=CC(=C1)Br)C)(F)F N-(trifluoroacetyl)9-bromo-4-methyl-2,3,4,5-tetrahydro-1H-benzofuro[2,3-d]azepine